e-1,2-dihydropyridin N1CC=CC=C1